BrC=1C=CC2=C(N(C(CC3(C2C3)C(=O)NCC(C)=O)=O)CC3=CC=C(C=C3)OC)C1 6-bromo-4-(4-methoxybenzyl)-3-oxo-N-(2-oxopropyl)-2,3,4,8b-tetrahydrobenzo[b]cyclopropa[d]azepine-1a(1H)-carboxamide